32-(((9H-fluoren-9-yl)methoxy)carbonylamino)-23-(tert-butoxycarbonyl)-2,2-dimethyl-4,5,21,26-tetraoxo-3-oxa-13-thia-22,27-diazatritriacontane-33-oic acid C1=CC=CC=2C3=CC=CC=C3C(C12)COC(=O)NC(CCCCNC(CCC(NC(CCCCCCCSCCCCCCCC(C(OC(C)(C)C)=O)=O)=O)C(=O)OC(C)(C)C)=O)C(=O)O